C1(=CC=CC=C1)[O-].CC1=NC2=C(C=CC=C2C=C1)[O-].CC1=NC2=C(C=CC=C2C=C1)[O-].[Al+3] aluminum bis(2-methyl-8-quinolinolate) (phenolate)